CN1C(=NC2=C1C=CC=C2)C(C)=O 1-(1-methyl-1H-benzo[d]imidazole-2-yl)ethan-1-one